[1-(3-Thienyl)cyclopropyl]methanol S1C=C(C=C1)C1(CC1)CO